(R)-1-(4-(7-(3-hydroxynaphthalen-1-yl)-2-((1-methylpiperidin-2-yl)methoxy)-5,6,7,8-tetrahydropyrido[3,4-d]pyrimidin-4-yl)piperazin-1-yl)prop-2-en-1-one OC=1C=C(C2=CC=CC=C2C1)N1CC=2N=C(N=C(C2CC1)N1CCN(CC1)C(C=C)=O)OC[C@@H]1N(CCCC1)C